COC1=CC(=CC2=C1C(=NO2)NS(=O)(=O)C2=CC(=CC=C2)OC)CN2N=CC(=C2)CNC(C#C)=O N-((1-((4-methoxy-3-((3-methoxyphenyl)sulfonamido)benzo[d]isoxazol-6-yl)methyl)-1H-pyrazol-4-yl)methyl)propiolamide